methyl 3-bromo-1-methyl-1h-indazole-6-carboxylate BrC1=NN(C2=CC(=CC=C12)C(=O)OC)C